ClC1=C(C(=CC(=C1)C(F)(F)F)OC1CC1)[N+](=O)[O-] 1-chloro-3-cyclopropoxy-2-nitro-5-(trifluoromethyl)benzene